FC1(CN(CCC1C(=O)OC)C1=CC=C(C=N1)NCCC(=O)O)F 3-((6-(3,3-difluoro-4-(methoxycarbonyl)piperidin-1-yl)pyridin-3-yl)amino)propanoic acid